BrC=1N=C(N(C1)COCC[Si](C)(C)C)OC 2-[(4-bromo-2-methoxy-imidazol-1-yl)methoxy]ethyl-trimethyl-silane